BrC1=CC=C(C=C1)C=1OC2=C(C(C1)=O)C=CC=1N=C(NC12)C(F)(F)F 8-(4-bromophenyl)-2-(trifluoromethyl)chromeno[7,8-d]imidazol-6(1H)-one